F[C@H]1CN(CC[C@H]1OC)C1=NC=CC(=N1)NC1=NC=C2C(=CN=C(C2=C1)C1N(CCC1)C(C=C)=O)N1CC(C1)CS(=O)(=O)C 1-(2-(7-((2-((3S,4R)-3-fluoro-4-methoxypiperidin-1-yl)pyrimidin-4-yl)amino)-4-(3-((methylsulfonyl)methyl)azetidin-1-yl)-2,6-naphthyridin-1-yl)pyrrolidin-1-yl)prop-2-en-1-one